N(=[N+]=[N-])[C@@](COC)(C)C1=CN=C(C2=CN=C(C=C12)Cl)OC1CN(C1)C(=O)[C@H]1[C@H](C1)F (3-((4-((S)-2-Azido-1-methoxypropan-2-yl)-6-chloro-2,7-naphthyridin-1-yl)oxy)azetidin-1-yl)((1S,2S)-2-fluorocyclopropyl)methanone